BrC=1C(N(C(N(N1)CC1=CC=C(C=C1)OC)=O)C)=O 6-bromo-2-(4-methoxybenzyl)-4-methyl-1,2,4-triazine-3,5(2H,4H)-dione